CC(CCCCCC)P(O)(=O)C(CCCCCCCC)CCCCCCC (1-methylheptyl)(1-heptylnonyl)phosphinic acid